10-(4-fluorophenyl)acridine-9(10H)-thione FC1=CC=C(C=C1)N1C=2C=CC=CC2C(C2=CC=CC=C12)=S